C(C=C)(=O)N1C(CCC1)COC=1C=NC=CC1N1C=C(C=2C(NCCC21)=O)NC2=CC=CC1=C2N=CS1 (3-((1-acryloylpyrrolidin-2-yl)methoxy)pyridin-4-yl)-3-(benzo[d]thiazol-4-ylamino)-1,5,6,7-tetrahydro-4H-pyrrolo[3,2-c]pyridin-4-one